C(CCC)C=1N(C=C(N1)C1=CC=C(C=C1)OCCCN(CC)CC)C1=CC=C(OC2=C(C=C(C=C2)Cl)O)C=C1 2-[4-[2-butyl-4-[4-[3-(diethylamino)propoxyl]phenyl]imidazol-1-yl]phenoxy]-5-chloro-phenol